3-(trifluoromethyl)-2-((R)-3-(((2R,3R,4R,5s)-3,4,5-tris(benzyloxy)-2-methylpiperidin-1-yl)methyl)pyrrolidin-1-yl)pyridine FC(C=1C(=NC=CC1)N1C[C@H](CC1)CN1[C@@H]([C@H]([C@@H]([C@H](C1)OCC1=CC=CC=C1)OCC1=CC=CC=C1)OCC1=CC=CC=C1)C)(F)F